FC(C=1C=C(OC2=C(C=C(C=O)C=C2)OC)C=C(C1)C(F)(F)F)F 4-[3-(difluoromethyl)-5-(trifluoromethyl)phenoxy]-3-methoxy-benzaldehyde